O[C@@H]1CN(CC[C@@]12NCC1=CC=CC=C1C2)C(=O)C=2N=C1N(C=C(C=N1)C(C)OC)C2 [(3R,3'R)-3'-hydroxy-1,4-dihydro-1'H,2H-spiro[isoquinoline-3,4'-piperidin]-1'-yl][6-(1-methoxyethyl)imidazo[1,2-a]pyrimidin-2-yl]methanone